FC(C1=CC=C(C=C1)N1CC(CC1)N)(F)F 1-[4-(Trifluoromethyl)phenyl]pyrrolidin-3-amine